C1=CC2=C(C=C1S(=O)(=O)O)C(=O)C3=C(C2=O)C=C(C=C3)S(=O)(=O)O The molecule is a member of the class of anthraquinones that is 9,10-anthraquinone substituted at positions 2 and 6 by sulfo groups. It is an anthraquinone and an arenesulfonic acid. It derives from a 9,10-anthraquinone. It is a conjugate acid of an anthraquinone-2,6-disulfonate.